C(C)(C)(C)C=1OC=C(N1)C(=O)NCC1=NC(=NO1)C=1N(C2=CC=CC(=C2C1)N[C@H]1[C@H](CN(CC1)C)F)CC(F)(F)F 2-tert-butyl-N-{[3-(4-{[(3S,4R)-3-fluoro-1-methylpiperidin-4-yl]amino}-1-(2,2,2-trifluoroethyl)-1H-indol-2-yl)-1,2,4-oxadiazol-5-yl]methyl}-1,3-oxazole-4-carboxamide